magnesium bismuth zinc [Zn].[Bi].[Mg]